ammonium tetrachlorogold (III) Cl[Au-](Cl)(Cl)Cl.[NH4+]